FC(O[C@H]1CN(CC1)C=1N=C(C2=C(N1)N=CC=C2)NCC=2C(=NC=CC2)C(F)(F)F)F (R)-2-(3-(difluoromethoxy)pyrrolidin-1-yl)-N-((2-(trifluoromethyl)pyridin-3-yl)methyl)pyrido[2,3-d]pyrimidin-4-amine